ClC1=NC(=CC(=C1CN1C(CN(CC1)C(=O)OC(C)(C)C)=O)C)C(F)(F)F tert-butyl 4-((2-chloro-4-methyl-6-(trifluoromethyl)pyridin-3-yl)methyl)-3-oxopiperazine-1-carboxylate